COC(CNC1=NC(=NC(=N1)NC1=CC=NC=C1)C1=CC=CC=C1)C N2-(2-methoxypropyl)-6-phenyl-N4-(pyridin-4-yl)-1,3,5-triazine-2,4-diamine